COC1=CC=2CC3=CC=CC=C3N(C2C=C1)C 2-methoxy-10-methylacridine